methyl (1R,2S,5S)-6,6-dimethyl-4-oxo-3-azabicyclo[3.1.0]hexane-2-carboxylate CC1([C@H]2C(N[C@@H]([C@@H]12)C(=O)OC)=O)C